C(C)(C)(C)OC(N[C@H](C(=O)N[C@H]1[C@H](CCC1)C1=CC=C(C=C1)Cl)C)=O |&1:11,12| tert-butyl-((S)-1-(((±)-cis-2-(4-chlorophenyl)cyclopentyl)amino)-1-oxopropan-2-yl)carbamate